C(C#CC)=O Butynal